CC(C(=O)N[C@@H](CC1=CC=CC=C1)OB(O)O)(C(NC1=CC=CC=C1)=O)C (R)-(1-(2,2-dimethyl-3-oxo-3-(phenylamino)propionamido)-2-phenylethyl)boric acid